rac-5-[[2-oxo-2-[(1R,4R,5S)-4-phenyl-3-azabicyclo[3.2.1]Octan-3-Yl]Acetyl]amino]pyridine-3-carboxamide O=C(C(=O)NC=1C=C(C=NC1)C(=O)N)N1C[C@@H]2CC[C@H]([C@@H]1C1=CC=CC=C1)C2 |r|